C(C(C)C)(=O)OCC1C=C(C(C1(C)C)C)C (3,4,5,5-tetramethyl-2-cyclopentenyl)methyl isobutyrate